7-(3,5-Difluorophenyl)-3-[1-(prop-2-enoyl)pyrrolidin-3-yl]isoquinolin FC=1C=C(C=C(C1)F)C1=CC=C2C=C(N=CC2=C1)C1CN(CC1)C(C=C)=O